Tris(2-aminoethyl)ethyl-tin NCC[Sn](CC)(CCN)CCN